CN(CCC1=CN=C(N1COCC[Si](C)(C)C)NC1=C(C#N)C(=CC(=N1)C)C)C 2-((5-(2-(dimethylamino)ethyl)-1-((2-(trimethylsilyl)ethoxy)methyl)-1H-imidazol-2-yl)amino)-4,6-dimethylnicotinonitrile